C(C)(C)(C)N(C(O)=O)C(C(C)(C)O)C1=C(C=C(C=C1)OCC1(CCCC1)C)F.N1C[C@H](CCC1)CC(=O)N 2-[(3R)-piperidin-3-yl]acetamide tert-butyl-(1-(2-fluoro-4-((1-methylcyclopentyl)methoxy)phenyl)-2-hydroxy-2-methylpropyl)carbamate